(R)-2-bromo-5-((1-carboxypropan-2-yl)amino)-4-nitropyridine 1-oxide BrC1=[N+](C=C(C(=C1)[N+](=O)[O-])N[C@@H](CC(=O)O)C)[O-]